3-((S)-3-((R)-8-(4'-((dimethylamino)methyl)biphenyl-4-ylsulfonyl)-1-oxa-8-azaspiro[4.5]decan-3-ylamino)-2-hydroxypropoxy)-N-methylbenzenesulfonamide CN(C)CC1=CC=C(C=C1)C1=CC=C(C=C1)S(=O)(=O)N1CCC2(C[C@H](CO2)NC[C@@H](COC=2C=C(C=CC2)S(=O)(=O)NC)O)CC1